ClC=1C=CC=C2C=CN(C12)C=1SC=C(N1)N1CCC2(CC1)CCC1=CC=CC=C12 (R)-1'-(2-(7-chloro-1H-indol-1-yl)thiazol-4-yl)-2,3-dihydrospiro[indene-1,4'-piperidin]